(2-(4-amino-7-bromo-2H-pyrazolo[3,4-c]quinolin-2-yl)ethyl)carbamic acid tert-butyl ester C(C)(C)(C)OC(NCCN1N=C2C(=NC=3C=C(C=CC3C2=C1)Br)N)=O